6-[(1R,4R,5R)-2-azabicyclo[2.2.1]heptan-5-yl]-2-(6-hydroxy-2,7-dimethyl-indazol-5-yl)pyrido[4,3-d]pyrimidin-5-one [C@H]12NC[C@H]([C@@H](C1)N1C(C3=C(N=C(N=C3)C3=CC4=CN(N=C4C(=C3O)C)C)C=C1)=O)C2